2-((3-(2-fluoro-4-(5-fluoropyridin-2-yloxy)phenyl)-1,2,4-oxadiazol-5-yl)methyl)acrylic acid FC1=C(C=CC(=C1)OC1=NC=C(C=C1)F)C1=NOC(=N1)CC(C(=O)O)=C